9-boronobicyclo[3.3.1]nonane B(O)(O)C1C2CCCC1CCC2